C(#N)C1=CC(=C(C=N1)OC1=CC(=C2C(=N1)N(C=N2)C)NC2=NC=C(C(=O)NCC(C)O)C=C2)C 6-[5-(6-Cyano-4-methyl-pyridin-3-yloxy)-3-methyl-3H-imidazo[4,5-b]pyridin-7-ylamino]-N-(2-hydroxypropyl)-nicotinamide